2-(4-((2-Bromo-4-methylthiazol-5-yl)oxy)-3-fluorophenyl)-4-(2,6-difluorobenzyl)-2,4-dihydro-3H-1,2,4-triazol-3-one BrC=1SC(=C(N1)C)OC1=C(C=C(C=C1)N1N=CN(C1=O)CC1=C(C=CC=C1F)F)F